CC12C(CN(C1)C)N(CC2)C2=C(C=NC=1NC3=C(C=C(C=C3C12)F)NC)C=1C=C2C(C(=CN(C2=NC1)C)C(=O)O)=O 6-[4-(3a,5-dimethyl-3,4,6,6a-tetrahydro-2H-pyrrolo[2,3-c]pyrrol-1-yl)-6-fluoro-8-(methylamino)-9H-pyrido[2,3-b]indol-3-yl]-1-methyl-4-oxo-1,8-naphthyridine-3-carboxylic acid